C(C)(C)(C)C=1C=C(CN(C(CN(S(=O)(=O)C2=C(C(=C(C(=C2F)Cl)F)Cl)F)CC=2C=NC=CC2C(F)(F)F)=O)C2=C(C=C(C(=O)O)C=C2)OC)C=C(C1)C1CC1 4-(N-(3-(tert-butyl)-5-cyclopropylbenzyl)-2-(3,5-dichloro-2,4,6-trifluoro-N-((4-(trifluoromethyl)pyridin-3-yl)methyl)phenylsulfonamido)acetamido)-3-methoxybenzoic acid